methyl 2-[3-(2-{4-[5-ethyl-3-(2-hydroxyphenyl) pyrrolo[3,2-c]pyridazin-6-yl] piperidin-1-yl} pyrimidin-5-yl)-1,2-oxazol-5-yl]-3-methylbutanoate C(C)N1C(=CC=2N=NC(=CC21)C2=C(C=CC=C2)O)C2CCN(CC2)C2=NC=C(C=N2)C2=NOC(=C2)C(C(=O)OC)C(C)C